O=C1N(C(C2=CC=CC=C12)=O)CCC1(CC1)NC(OC(C)(C)C)=O tert-Butyl 1-[2-(1,3-dioxo-1,3-dihydro-2H-isoindol-2-yl)ethyl]cyclopropylcarbamate